1-methyl-N-[4-[3-(4-methylpiperazin-1-yl)phenoxy]-6-(o-tolyl)-5-(1,1,2,2,2-pentafluoroethyl)pyrimidin-2-yl]pyrazole-4-sulfonamide CN1N=CC(=C1)S(=O)(=O)NC1=NC(=C(C(=N1)OC1=CC(=CC=C1)N1CCN(CC1)C)C(C(F)(F)F)(F)F)C1=C(C=CC=C1)C